C(=O)OCC1CCC(CC1)CO 4-hydroxymethyl-1-cyclohexylmethyl formate